[3-[2-(diethylamino)ethyl]-1H-indol-4-yl] dihydrogen phosphate P(=O)(OC1=C2C(=CNC2=CC=C1)CCN(CC)CC)(O)O